C(=O)C=1C(=CC(=C2C(=C(C(OC12)=O)CC(=O)NCCN1CCOCC1)C)OCCOC)O 2-(8-formyl-7-hydroxy-5-(2-methoxyethoxy)-4-methyl-2-oxo-2H-chromen-3-yl)-N-(2-morpholinoethyl)acetamide